Perfluorohexanedioic acid FC(C(=O)O)(C(C(C(C(=O)O)(F)F)(F)F)(F)F)F